C1(CCCCC1)N1C(CCC1)=O N-cyclohexylpyrrolidone